3-Benzyl-1-[8-(2-diethylamino-ethoxy)-6,6-dimethyl-11-oxo-6,11-dihydro-5H-benzo[b]carbazol-3-yl]-1-methyl-urea C(C1=CC=CC=C1)NC(N(C)C1=CC=C2C=3C(C4=C(C(C3NC2=C1)(C)C)C=C(C=C4)OCCN(CC)CC)=O)=O